(S)-10-((5-chloro-2-((S)-3,3-difluoro-5-hydroxypiperidin-1-yl)pyrimidin-4-yl)amino)-2-cyclopropyl-3,3-difluoro-7-methyl-1,2,3,4-tetrahydro-[1,4]oxazepino[2,3-c]quinolin-6(7H)-one ClC=1C(=NC(=NC1)N1CC(C[C@@H](C1)O)(F)F)NC1=CC=2C3=C(C(N(C2C=C1)C)=O)OCC([C@@H](N3)C3CC3)(F)F